CC1(C(N(C=2C1=NC=CC2)C2CC(C2)(N2CCOC1(CC1)C2)C)=O)C 3,3-dimethyl-1-((1s,3s)-3-methyl-3-(4-oxa-7-azaspiro[2.5]oct-7-yl)cyclobutyl)-2-oxo-2,3-dihydro-1H-pyrrolo[3,2-b]pyridin